1-(2-((tert-butyldimethylsilyl)oxy)ethyl)-4-(4-(4,4,5,5-tetramethyl-1,3,2-dioxaborolan-2-yl)phenyl)piperazine [Si](C)(C)(C(C)(C)C)OCCN1CCN(CC1)C1=CC=C(C=C1)B1OC(C(O1)(C)C)(C)C